Cl.C(C)OC(C(CN)(C1=CC(=CC=C1)C1=NC=CC=N1)C)=O 3-amino-2-methyl-2-(3-(pyrimidin-2-yl)phenyl)propionic acid ethyl ester hydrochloride